C(#N)C1=CC=C2C=C(N(C2=C1)C(=O)OC(C)(C)C)C(OCC)OCC tert-Butyl 6-cyano-2-(diethoxymethyl)-1H-indole-1-carboxylate